CNC1=NC(=NC=C1)CN1C(C=C(C=C1)N1N=C(C2=NC=CC=C21)C2=CC=C(C=C2)C(F)(F)F)=O 1-((4-(methylamino)pyrimidin-2-yl)methyl)-4-(3-(4-(trifluoromethyl)phenyl)-1H-pyrazolo[4,3-b]pyridin-1-yl)pyridin-2(1H)-one